C(C)(C)(C)[Te]C(C)(C)C Di-tert-butyltellurium